OC(COCC(C)O)C di(2-hydroxypropyl) ether